(1R,3S)-3-[5-({[4-(benzyloxy)-3-(1,3-dioxolan-2-yl)phenyl]carbamoyl} amino)-2-tert-butylpyrazol-3-yl]cyclopentyl N-isopropylcarbamate C(C)(C)NC(O[C@H]1C[C@H](CC1)C=1N(N=C(C1)NC(NC1=CC(=C(C=C1)OCC1=CC=CC=C1)C1OCCO1)=O)C(C)(C)C)=O